8-acetyl-2-(ethylsulfanyl)-6-methyl-4H-benzopyran-4-one C(C)(=O)C1=CC(=CC=2C(C=C(OC21)SCC)=O)C